[O].C(C)(=O)[O-].[NH4+] ammonium acetate oxygen